BrC=1C=C(C=C(C1O)Br)C(=O)N1C2=C(OC(C1([2H])[2H])([2H])[2H])C=NN2C (3,5-dibromo-4-hydroxyphenyl)(1-methyl-5,6-dihydropyrazolo[4,3-b][1,4]oxazin-7(1H)-yl-5,5,6,6-d4)methanone